ethyl-5-norbornene-2,3-dicarboximide C(C)C12C3C(C(C=C1)C2)C(NC3=O)=O